FC(C(=O)O)(F)F.C(C)C=1C=C(C=CC1OC1=NC(=NC=C1)NCCS(=O)(=O)C)N1C(N(CC1=O)C=1C=NC=C(C1)C(F)(F)F)=O 3-{3-ethyl-4-[(2-{[2-(methylsulfonyl)ethyl]amino}-4-pyrimidinyl)oxy]phenyl}-1-[5-(trifluoromethyl)-3-pyridinyl]-2,4-imidazolidinedione trifluoroacetate